FC1=C(C(=CC(=C1)SC1CN(C1)CC(C)C)F)[C@H]1[C@@H](N(CC=2C3=C(C=CC12)NN=C3)C)CC(C)C (6S,7S)-6-(2,6-difluoro-4-((1-isobutylazetidin-3-yl)thio)phenyl)-7-isobutyl-8-methyl-6,7,8,9-tetrahydro-3H-pyrazolo[3,4-H]Isoquinoline